6-bromo-1-methyl-4-(4-(trifluoromethoxy)phenyl)-1H-benzo[d]imidazole BrC=1C=C(C2=C(N(C=N2)C)C1)C1=CC=C(C=C1)OC(F)(F)F